lithium-gallium oxide [O-2].[Ga+3].[Li+].[O-2]